C1(CC1)C1=CC=C(C=C1)[C@H](C)NC(=O)C1=CC=C2C=C(N(C2=C1)C)C (S)-N-(1-(4-cyclopropylphenyl)ethyl)-1,2-dimethyl-1H-indole-6-carboxamide